O=C1NC2=CC=C(C=C2CC1)O[C@@H]1CN(CC1)CC(=O)N1[C@@H](CCC1)C#N (S)-1-(2-((S)-3-((2-Oxo-1,2,3,4-tetrahydrochinolin-6-yl)oxy)pyrrolidin-1-yl)acetyl)pyrrolidin-2-carbonitril